C(C)OC(=O)C=1N(C=CN1)C(C)CC (sec-butyl)-1H-imidazole-2-carboxylic acid ethyl ester